5-(2,7-Dimethyl-2H-indazol-5-yl)-N-methyl-N-(piperidin-4-yl)[1,3]thiazolo[5,4-b]pyridin-2-amin CN1N=C2C(=CC(=CC2=C1)C1=CC=C2C(=N1)SC(=N2)N(C2CCNCC2)C)C